C(#N)C1=CC(=C(C=C1)C=1C=NC=2N(C1)C=C(N2)COC2=CC=CC=C2)OC 6-(4-cyano-2-methoxyphenyl)-2-phenoxymethylimidazo[1,2-a]pyrimidine